4-[(5R)-2,6-diazaspiro[4.5]decan-2-yl]-1H-pyrrolo[2,3-b]pyridin C1N(CC[C@@]12NCCCC2)C2=C1C(=NC=C2)NC=C1